C(CCCCCCCCCCCCCCCCC)N(CCCCCCCCCCCCCCCCCC)CC(F)F N,N-dioctadecyl-2,2-difluoroethylamine